NC1=NC(=C(C=C1C=1C=C2C=C(NC(C2=C(C1)F)=O)C)C1=CC=C(C=C1)N1CCN(CC1)CC1CC1)F 6-(2-amino-5-(4-(4-(cyclopropylmethyl)piperazin-1-yl)phenyl)-6-fluoropyridin-3-yl)-8-fluoro-3-methylisoquinolin-1(2H)-one